4-[methyl(methylimino)oxo-λ6-sulfanyl]-3-(trifluoromethyl)phenol CS(C1=C(C=C(C=C1)O)C(F)(F)F)(=O)=NC